1,1-diethylpiperidinium triflate [O-]S(=O)(=O)C(F)(F)F.C(C)[N+]1(CCCCC1)CC